barium heptanesulfonate C(CCCCCC)S(=O)(=O)[O-].[Ba+2].C(CCCCCC)S(=O)(=O)[O-]